C(CCCCCCCCCCCCCCCCCCC)(=O)NC(C)N(CC)CC arachidamido-ethyldiethylamine